dihydromyrcenyl acetate CC(CCCC(C)(C)OC(=O)C)C=C